C(C)OC(=O)C1=CC2=C(S1)C=C(C(=C2)I)N 6-amino-5-iodobenzo[b]thiophene-2-carboxylic acid ethyl ester